C(C)(C)(C)C1=CC=C(C=C1)[I+]C1=CC=C(C=C1)C(C)(C)C bis-(4-tert-butylphenyl)iodonium